CC(CCO)CC(C)O 3-Methyl-1,5-hexandiol